4-(dibenzo[b,d]furan-2-yl)-3-(4,4,5,5-tetramethyl-1,3,2-dioxaborolan-2-yl)pyridine C1=C(C=CC=2OC3=C(C21)C=CC=C3)C3=C(C=NC=C3)B3OC(C(O3)(C)C)(C)C